[3-[2-(difluoromethoxy)-5-phenylsulfanyl-phenyl]-1-methyl-pyrazol-4-yl]pyrazolo[1,5-a]pyrimidine-3-carboxamide FC(OC1=C(C=C(C=C1)SC1=CC=CC=C1)C1=NN(C=C1C1=NN2C(N=CC=C2)=C1C(=O)N)C)F